C1(=CC=CC=C1)C1=NC(=NC(=N1)NC1=CC=NC=C1)NC1(CCC1)C#N (4-phenyl-6-(pyridin-4-ylamino)-1,3,5-triazin-2-ylamino)cyclobutanecarbonitrile